ClC1=CC=C(C=C1)NC1=NN(C(=N1)N)S(=O)(=O)C=1N=CN(C1)C N3-(4-chlorophenyl)-1-(1-methylimidazol-4-yl)sulfonyl-1,2,4-triazole-3,5-diamine